[Si](C)(C)(C(C)(C)C)OC1CCC(CC1)CCC#N 3-((1s,4R)-4-((tert-butyldimethylsilyl)oxy)cyclohexyl)propionitrile